N1=CC=C(C=C1)O[C@H]1C[C@H](NC1)C(=O)O (2S,4S)-4-[(pyridin-4-yl)oxy]pyrrolidine-2-carboxylic acid